ClC=1C=C(C=NC1)OC1CC2(CN(C2)C(=O)N2CC3(C2)CC(C3)N3N=C(N=C3)C3CC3)C1 (6-((5-chloropyridin-3-yl)oxy)-2-azaspiro[3.3]heptan-2-yl)(6-(3-cyclopropyl-1H-1,2,4-triazol-1-yl)-2-azaspiro[3.3]heptan-2-yl)methanone